N-{4-cyclopentyl-2-[(1-methylpiperidin-4-yl)oxy]phenyl}-2-[(1-methyl-1H-1,2,3,4-tetrazol-5-yl)sulfanyl]-5-nitrobenzamide C1(CCCC1)C1=CC(=C(C=C1)NC(C1=C(C=CC(=C1)[N+](=O)[O-])SC1=NN=NN1C)=O)OC1CCN(CC1)C